BrC1=CC=C(C2=CC=CC=C12)C(CC(C(F)(F)F)(O)C1=CC(=CC(=C1)C(F)(F)F)Cl)=O 1-(4-bromonaphthalen-1-yl)-3-(3-chloro-5-(trifluoromethyl)phenyl)-4,4,4-trifluoro-3-hydroxybutan-1-one